COC=1C=CC=C2C=C(C(OC12)=O)C(=O)O 8-Methoxy-3-carboxycoumarin